FC(O[C@@H]1CC[C@H](CC1)NC1=NN2C(C=N1)=C(C=C2)C2=CC=C1C(=N2)N(C(=N1)C)CC)F N-(trans-4-(difluoromethoxy)cyclohexyl)-5-(3-ethyl-2-methyl-3H-imidazo[4,5-b]pyridin-5-yl)pyrrolo[2,1-f][1,2,4]triazin-2-amine